5-(1-hydroxyoctylidene)-2,2-dimethyl-1,3-dioxane-4,6-dione OC(CCCCCCC)=C1C(OC(OC1=O)(C)C)=O